C(C)C(CC)(CCCCCCCCCCCCCCC)C1C(N=NO1)=O 5-(3-ethyloctadecan-3-yl)-1,2,3-oxadiazol-4(5H)-one